FC(C(C(C(C(C(C(C(C(C(C(C(F)(F)F)(F)F)(F)F)(F)F)(F)F)(F)F)(F)F)(F)F)(F)F)(F)F)=O)(F)F perfluorododecanone